1,3,7-Trimethyl-1,8-dihydropyrimido[4,5-g]quinazoline-2,4,9(3H)-trione CN1C(N(C(C=2C1=CC=1C(NC(=NC1C2)C)=O)=O)C)=O